N(=[N+]=[N-])C1=C(C=C(C=C1)[N+](=O)[O-])F 1-Azido-2-fluoro-4-nitrobenzene